N1C=NC=C1C1=CC=C(C=C1)NC1=NC(=NC=C1)N1CCNCC1 N-(4-(1H-imidazol-5-yl)phenyl)-2-(piperazin-1-yl)pyrimidin-4-amine